OCCOC1=NC(=CC(=C1)C=1C=C(C=CC1C)NC(=O)NC1=CC(=CC=C1)C(F)(F)F)N1CCOCC1 1-(3-(2-(2-hydroxyethoxy)-6-morpholinopyridin-4-yl)-4-methylphenyl)-3-(3-(trifluoromethyl)phenyl)urea